5,7-Dimethyl-1-p-toluenesulfonyl-1H-indole-4-carboxylic acid methyl ester COC(=O)C=1C=2C=CN(C2C(=CC1C)C)S(=O)(=O)C1=CC=C(C)C=C1